1-[4-chloro-3-(trifluoromethyl)phenyl]-3-[1-(3-pyrimidin-2-ylpyrazin-2-yl)ethyl]urea ClC1=C(C=C(C=C1)NC(=O)NC(C)C1=NC=CN=C1C1=NC=CC=N1)C(F)(F)F